O=C1NC(CCC1N1C(C2=CC=CC(=C2C1)SCCCCN1CCN(CC1)C1=CC=C(N=N1)C(=O)N1CCC(CC1)CCCCNC(\C=C\C=1C=NC=CC1)=O)=O)=O (E)-N-(4-(1-(6-(4-(4-((2-(2,6-dioxopiperidin-3-yl)-1-oxoisoindolin-4-yl)thio)butyl)piperazin-1-yl)pyridazine-3-carbonyl)piperidin-4-yl)butyl)-3-(pyridin-3-yl)acrylamide